methyl 2-(6-(2-aminopropan-2-yl)-1-(pent-4-en-1-yl)-1H-pyrrolo[2,3-b]pyridin-2-yl)-7-methoxy-1-methyl-1H-benzo[d]imidazole-5-carboxylate NC(C)(C)C1=CC=C2C(=N1)N(C(=C2)C2=NC1=C(N2C)C(=CC(=C1)C(=O)OC)OC)CCCC=C